N1C(=CC=2N=CC=3C=CN=CC3C21)C(=O)O Pyrrolo[3,2-C][2,6]naphthyridine-2-carboxylic acid